COCC(C1=CC(=CC=C1)C(F)(F)F)NC(=O)NC1CC2(C1)CCC2 1-[2-Methoxy-1-(3-trifluoromethyl-phenyl)-ethyl]-3-spiro[3.3]hept-2-yl-urea